FC=1C=C(C(=C(C#N)C1)C)OC1=C(N=CN(C1=O)CC=1C(NC(=CC1)C)=O)C(C(F)F)(F)F 5-fluoro-2-methyl-3-((1-((6-methyl-2-oxo-1,2-dihydropyridin-3-yl)methyl)-6-oxo-4-(1,1,2,2-tetrafluoroethyl)-1,6-dihydropyrimidin-5-yl)oxy)benzonitrile